2-chloro-8-(4-(1-methyl-4-(trifluoromethyl)-1H-imidazol-2-yl)benzyl)-7,8-dihydro-pteridin-6(5H)-one ClC1=NC=2N(CC(NC2C=N1)=O)CC1=CC=C(C=C1)C=1N(C=C(N1)C(F)(F)F)C